(Z)-N-hydroxy-8-(4-(4-bromo-2-methoxybenzylidene)-2,5-dioxoimidazolidin-1-yl)octanamide ONC(CCCCCCCN1C(N\C(\C1=O)=C/C1=C(C=C(C=C1)Br)OC)=O)=O